CC1(CC(=CC=C1)N)N meta-toluenediamine